N[C@@H](COC1=NC(=NC(=C1)C1=C(C=CC=C1C)C)NS(=O)(=O)C=1C=C(C(=O)O)C=C(C1)C)CC1CCCCC1 3-[[4-[(2R)-2-Amino-3-cyclohexyl-propoxy]-6-(2,6-dimethylphenyl)pyrimidin-2-yl]sulfamoyl]-5-methyl-benzoic acid